The molecule is an organophosphate oxoanion obtained by removal of a total of three protons from the carboxy and phosphate groups of 2-O-[alpha-D-mannopyranosyl-(1->2)-alpha-D-glucopyranosyl]-3-O-phospho-D-glyceric acid; major species at pH 7.3. It is an organophosphate oxoanion, a carbohydrate acid derivative anion and a monocarboxylic acid anion. It is a conjugate base of a 2-O-[alpha-D-mannopyranosyl-(1->2)-alpha-D-glucopyranosyl]-3-O-phospho-D-glyceric acid. C([C@@H]1[C@H]([C@@H]([C@@H]([C@H](O1)O[C@@H]2[C@H]([C@@H]([C@H](O[C@@H]2O[C@H](COP(=O)([O-])[O-])C(=O)[O-])CO)O)O)O)O)O)O